ClC=1C=NN(C(C1Cl)=O)CC(=O)NC1=CC(=C(C=C1)C)S(=O)(=O)N1[C@@H](CCCC1)CO (S)-2-(4,5-dichloro-6-oxopyridazin-1(6H)-yl)-N-(3-((2-(hydroxymethyl)piperidin-1-yl)sulfonyl)-4-methylphenyl)acetamide